BrCC(=O)NCCOCC(=O)NC(C(=O)O)CCNC(COCCOCCNC(CCCC(=O)O)=O)=O 2-(2-(2-(2-bromoacetamido)ethoxy)acetamido)-6,15-dioxo-8,11-dioxa-5,14-diaza-nonadecanedioic acid